5,7-dichloro-2-trifluoromethyl-1,2,3,4-tetrahydroisoquinoline-6-carboxylic acid ClC1=C2CCN(CC2=CC(=C1C(=O)O)Cl)C(F)(F)F